7-chloro-5-(4-(piperidine-1-carbonyl)phenyl)benzofuran ClC1=CC(=CC=2C=COC21)C2=CC=C(C=C2)C(=O)N2CCCCC2